(dibenzofuranylphenyl)(phenylmethylfluorenyl)amine C1(=CC=CC=2OC3=C(C21)C=CC=C3)C3=C(C=CC=C3)NC3=C(C=CC=2C1=CC=CC=C1CC32)CC3=CC=CC=C3